3-chloro-1,1,1,2,2,5,5,6,6,6-decafluoro-3-hexene ClC(C(C(F)(F)F)(F)F)=CC(C(F)(F)F)(F)F